4-fluoro-2,1,3-benzothiadiazol-7-amine FC1=CC=C(C2=NSN=C21)N